2-(2-methoxyphenyl)-1-(4-((4-(methylsulfonyl)piperidin-1-yl)methyl)phenyl)ethan-1-one COC1=C(C=CC=C1)CC(=O)C1=CC=C(C=C1)CN1CCC(CC1)S(=O)(=O)C